4-[[4-[[(1S)-2-hydroxy-1-phenyl-ethyl]amino]-5-(1,3,4-oxadiazol-2-yl)pyrimidin-2-yl]-amino]-2-methyl-benzamide OC[C@H](C1=CC=CC=C1)NC1=NC(=NC=C1C=1OC=NN1)NC1=CC(=C(C(=O)N)C=C1)C